FC1CN(C1)C1=CC(=NC=C1)N1N=CC(=C1)S(=O)(=O)NC=1C=CC=C2C=NN(C12)C 1-[4-(3-fluoroazetidin-1-yl)pyridin-2-yl]-N-(1-methylindazol-7-yl)pyrazole-4-sulfonamide